BrCC=1C(=C(C(=O)OCC)C=CC1)[N+](=O)[O-] ethyl 3-(bromomethyl)-2-nitrobenzoate